2-methylvinyluridine CC=C[C@@]1([C@H](O)[C@H](O)[C@@H](CO)O1)N1C(=O)NC(=O)C=C1